(1S,2S)-N-[7-chloro-6-[4-((3R,4R)-4-fluoro-3-methyl-tetrahydrofuran-3-yl)piperazin-4-ium-1-yl]-3-isoquinolyl]-2-[1-methyl-5-(trifluoromethyl)pyrazol-4-yl]cyclopropanecarboxamide ClC1=C(C=C2C=C(N=CC2=C1)NC(=O)[C@@H]1[C@H](C1)C=1C=NN(C1C(F)(F)F)C)N1CC[NH+](CC1)[C@@]1(COC[C@@H]1F)C